N-[(1R)-1-[3-(1,1-difluoro-2-hydroxyethyl)phenyl]ethyl]-4-methoxy-5-(4-methylpiperazin-1-yl)-1H-indazole-7-carboxamide FC(CO)(F)C=1C=C(C=CC1)[C@@H](C)NC(=O)C=1C=C(C(=C2C=NNC12)OC)N1CCN(CC1)C